NC1=NC(=C2N=CN(C2=N1)CC1=C(C=C(C=C1)N)F)C1=CC(=NC=C1)C#N 4-[2-amino-9-[(4-amino-2-fluoro-phenyl)methyl]purin-6-yl]pyridine-2-carbonitrile